FC1=C(OC2=CC=NC3=CC=C(C=C23)OC)C=CC(=C1)NC(=O)C1(CC1)C(NC1=CC=C(C=C1)F)=O 4-(2-fluoro-4-(1-((4-fluorophenyl)carbamoyl)cyclopropane-1-carboxamido)phenoxy)-6-methoxyquinolin